tert-butyl 4-(3-((4-amino-5-(4-chloro-3-methoxyphenyl)-7-methyl-7H-pyrrolo[2,3-d]pyrimidin-6-yl)ethynyl)azetidin-1-yl)piperidine-1-carboxylate NC=1C2=C(N=CN1)N(C(=C2C2=CC(=C(C=C2)Cl)OC)C#CC2CN(C2)C2CCN(CC2)C(=O)OC(C)(C)C)C